C(C(C)C)(=O)OC1=CC2=CC=C(C(=C2C(=C1)C1=C(C=2N=C(N=C(C2C=N1)N1CCOCCC1)OC[C@]12CCCN2C[C@@H](C1)F)F)C#C)F 5-ethynyl-6-fluoro-4-(8-fluoro-2-(((2R,7aS)-2-fluorotetrahydro-1H-pyrrolizin-7a(5H)-yl)methoxy)-4-(1,4-oxazepan-4-yl)pyrido[4,3-d]pyrimidin-7-yl)naphthalen-2-yl isobutyrate